C(C)(C)(C)C1=NOC(=N1)C(=O)N[C@H](C)C1=C(C=C(C=C1)C1=CC(=NC=N1)NC1=NN=C(S1)N1CCN(CC1)C(=O)OC(C)(C)C)C tert-butyl (R)-4-(5-((6-(4-(1-(3-(tert-butyl)-1,2,4-oxadiazole-5-carboxamido)ethyl)-3-methylphenyl)pyrimidin-4-yl)amino)-1,3,4-thiadiazol-2-yl)piperazine-1-carboxylate